N4-cyclopropyl-N6-(2-methoxy-4-(methylsulfonyl)phenyl)-3-(trifluoromethyl)-1H-pyrrolo[2,3-b]pyridine-4,6-diamine C1(CC1)NC=1C2=C(N=C(C1)NC1=C(C=C(C=C1)S(=O)(=O)C)OC)NC=C2C(F)(F)F